5,7-dichloro-6-methoxyl-3,4-dihydroisoquinoline ClC1=C2CCN=CC2=CC(=C1OC)Cl